7-(4-(6-fluoropyrido[3,2-d]pyrimidin-2-yl)-2-methylphenyl)-1-methyl-6,7-dihydro-1H-pyrazolo[3,4-f][1,4]oxazepin-8(5H)-one FC=1C=CC=2N=C(N=CC2N1)C1=CC(=C(C=C1)N1CCOC2=C(C1=O)N(N=C2)C)C